6-(4-((1-(4-(1,2-bis(4-hydroxyphenyl)but-1-en-1-yl)phenyl)piperidin-4-yl)methyl)piperazin-1-yl-2,2,3,3,5,5,6,6-d8)-2-(2,6-dioxopiperidin-3-yl)-4,5-difluoroisoindoline-1,3-dione OC1=CC=C(C=C1)C(=C(CC)C1=CC=C(C=C1)O)C1=CC=C(C=C1)N1CCC(CC1)CN1C(C(N(C(C1([2H])[2H])([2H])[2H])C1=C(C(=C2C(N(C(C2=C1)=O)C1C(NC(CC1)=O)=O)=O)F)F)([2H])[2H])([2H])[2H]